6-chloro-1-ethyl-4-fluoro-5-iodo-1,3-benzodiazole ClC=1C(=C(C2=C(N(C=N2)CC)C1)F)I